BrC=1C=C2C(=NC1)SC=N2 6-bromothiazolo[5,4-b]Pyridine